C(C)OC([C@@H](C)Br)=O |r| rac-ethyl-2-bromopropanoate